N-(1,2,2,3,3-pentadeuterio-cyclopropyl)-6-(trideuteriomethoxy)benzamide [2H]C1(C(C1([2H])[2H])([2H])[2H])NC(C1=CC=CC=C1OC([2H])([2H])[2H])=O